[2-(pyridin-4-yl)pyrido[3,4-d]Pyrimidin-4-yl]Amino-butyronitrile N1=CC=C(C=C1)C=1N=C(C2=C(N1)C=NC=C2)NC(C#N)CC